tert-Butyl 2-isopropylhydrazine-1-carboxylate C(C)(C)NNC(=O)OC(C)(C)C